((S)-6-(6-(allyloxy)-2,3-dichlorophenyl)-6,7-dihydro-5H-pyrrolo[2,1-c][1,2,4]triazol-3-yl)pyrrolidine-1-carboxylic acid methyl ester COC(=O)N1C(CCC1)C=1N2C(=NN1)C[C@H](C2)C2=C(C(=CC=C2OCC=C)Cl)Cl